CC1=C(C(=CC=C1)C)C1=CN=C2N1C=1C=CC=CC1C=1C=CC(=CC21)OC 3-(2,6-dimethylphenyl)-11-methoxyimidazo[1,2-f]phenanthridine